(R)-4-{4-[4-(2-(2,4-dimethyl-3-oxopiperazin-1-yl)ethoxy)phenethyl]phenyl}-6-methyl-1H-pyrrolo[2,3-c]pyridin-7(6H)-one C[C@H]1N(CCN(C1=O)C)CCOC1=CC=C(CCC2=CC=C(C=C2)C=2C3=C(C(N(C2)C)=O)NC=C3)C=C1